[(1R,4r,7S)-2,6-diazabicyclo[5.1.0]octan-4-yl]methanethiol [C@@H]12NCC(CN[C@H]2C1)CS